C1(CCC1)C[C@H](C(=O)N1CCC(CC1)(O)CN1C(C=C(C(=C1)C(=O)N1CCCCC1)C1=CC=CC=C1)=O)C (R,S)-1-((1-(3-Cyclobutyl-2-methylpropanoyl)-4-hydroxypiperidin-4-yl)methyl)-4-phenyl-5-(piperidin-1-carbonyl)pyridin-2(1H)-on